3-bromo-1-(2-(3-hydroxyazetidin-1-yl)ethyl)-5-(trifluoromethyl)pyridin-2(1H)-one BrC=1C(N(C=C(C1)C(F)(F)F)CCN1CC(C1)O)=O